C(C)C1CCC(CC1)CN1[C@@H]([C@H]([C@@H]([C@H](C1)O)O)O)C (2R,3R,4R,5S)-1-((4-ethylcyclohexyl)methyl)-2-methylpiperidine-3,4,5-triol